7-(4-bromo-3-chloro-benzoyl)-2-(4-methoxyphenyl)-3-oxo-N-(2-pyridylmethyl)-6,8-dihydro-5H-imidazo[1,5-a]pyrazine-1-carboxamide BrC1=C(C=C(C(=O)N2CC=3N(CC2)C(N(C3C(=O)NCC3=NC=CC=C3)C3=CC=C(C=C3)OC)=O)C=C1)Cl